1-{3-[(2-amino-3-chloropyridin-4-yl)thio]-5-hydroxymethyl-1H-pyrazolo[3,4-b]pyrazine-6-yl}-N-(1-cyclopropylpyrazol-4-yl)-4-methylpiperidine-4-carboximidamide NC1=NC=CC(=C1Cl)SC1=NNC2=NC(=C(N=C21)CO)N2CCC(CC2)(C(NC=2C=NN(C2)C2CC2)=N)C